2-tert-butyl-5-phenyl-4-{[3-(pyridin-2-yloxy)propyl]amino}isothiazol-3(2H)-one 1,1-dioxide C(C)(C)(C)N1S(C(=C(C1=O)NCCCOC1=NC=CC=C1)C1=CC=CC=C1)(=O)=O